lithium cyanophosphate salt P(=O)([O-])([O-])C#N.[Li+].[Li+]